1-(4-(1-cyclopropyl-4-((2,4-dimethoxybenzyl)amino)-1H-pyrazolo[4,3-c]pyridin-3-yl)-2-fluorophenyl)-3-(4-((4-methylpiperazin-1-yl)methyl)-3-(trifluoromethyl)phenyl)urea C1(CC1)N1N=C(C=2C(=NC=CC21)NCC2=C(C=C(C=C2)OC)OC)C2=CC(=C(C=C2)NC(=O)NC2=CC(=C(C=C2)CN2CCN(CC2)C)C(F)(F)F)F